O[C@@H]1CN(CC[C@@]12NCC1=CC=CC=C1C2)C(=O)C2=CC(N(C=C2)[C@@H](C(F)(F)F)C)=O |o1:24| 4-((3R,3'R)-3'-hydroxy-2,4-dihydro-1H-spiro[isoquinoline-3,4'-piperidin]-1'-ylcarbonyl)-1-((R or S)-1,1,1-trifluoropropan-2-yl)pyridin-2(1H)-one